(1R,2R)-N-[7-chloro-6-[4-((3R,4R)-4-fluoro-3-methyl-tetrahydrofuran-3-yl)piperazin-4-ium-1-yl]-3-isoquinolyl]-2-[1-methyl-5-(trifluoromethyl)pyrazol-4-yl]cyclopropanecarboxamide ClC1=C(C=C2C=C(N=CC2=C1)NC(=O)[C@H]1[C@@H](C1)C=1C=NN(C1C(F)(F)F)C)N1CC[NH+](CC1)[C@@]1(COC[C@@H]1F)C